N=1N=CN2C1C1=C(OCCC2)C(=CC=C1)NC1=C(N=NC(=C1)NC1=NC=C(C=C1)F)C(=O)NC 4-((6,7-dihydro-5H-benzo[b][1,2,4]triazolo[3,4-d][1,5]oxazocine-9-yl)amino)-6-((5-fluoropyridin-2-yl)amino)-N-methylpyridazine-3-carboxamide